bisphenol Dicyanate [O-]C#N.[O-]C#N.C1(=CC=CC=C1)O.C1(=CC=CC=C1)O